ClC=1C=CC(=C(C1)C1=CC(=C(N=N1)C)NC1=CC(=NC=C1)NC(=O)CCN1CCN(CC1)CCN(C(OC)=O)C)F methyl N-[2-(4-{2-[(4-{[6-(5-chloro-2-fluorophenyl)-3-methylpyridazin-4-yl]amino}pyridin-2-yl)carbamoyl]ethyl} piperazin-1-yl)ethyl]-N-methylcarbamate